CON=C1NC2=CC=C(C=C2C(N1CC1=CN=C(S1)C)=O)S(=O)(=O)NC1(CC1)C 2-Methoxyimino-N-(1-methylcyclopropyl)-3-[(2-methylthiazol-5-yl)methyl]-4-oxo-1H-quinazoline-6-sulfonamide